3-(tert-butyl)7,8-dimethyl-1,2,4,5-tetrahydro-3H-benzo[d]azepine C(C)(C)(C)N1CCC2=C(CC1)C=C(C(=C2)C)C